3-tert-butyl-N-{2-fluoro-4-methyl-5-[2-(1-methylpyrazol-4-yl)-6-(morpholin-4-yl)pyridin-4-yl]phenyl}pyrrolidine-1-carboxamide C(C)(C)(C)C1CN(CC1)C(=O)NC1=C(C=C(C(=C1)C1=CC(=NC(=C1)N1CCOCC1)C=1C=NN(C1)C)C)F